2-[[5-methyl-3-(6-methyl-3-pyridyl)triazol-4-yl]methyl]-5-[rac-(2S,6R)-2,6-dimethylmorpholin-4-yl]pyridazin-3-one CC1=C(N(N=N1)C=1C=NC(=CC1)C)CN1N=CC(=CC1=O)N1C[C@@H](O[C@@H](C1)C)C |r|